2-((2-amino-6-fluorothiazolo[5,4-b]pyridin-5-yl)oxy)-4,4-difluorocyclohexanone NC=1SC2=NC(=C(C=C2N1)F)OC1C(CCC(C1)(F)F)=O